7-(2-(1H-indol-3-yl)ethoxy)-5-(3,5-difluorophenyl)thiazolo[5,4-d]pyrimidine N1C=C(C2=CC=CC=C12)CCOC=1C2=C(N=C(N1)C1=CC(=CC(=C1)F)F)SC=N2